OC(C=N)=C 2-hydroxypropenimine